C(C(C(C(=O)[O-])O)C(=O)[O-])C(=O)[O-] The molecule is propan-1-ol with a hydrogen at each of the 3 carbon positions substituted with a carboxylate group. It has a role as a human metabolite and a Saccharomyces cerevisiae metabolite. It is a conjugate base of an isocitrate(2-).